(S)-N-(1-(6,7-difluoro-1-oxo-1,2-dihydroisoquinolin-4-yl)ethyl)-N-(3-hydroxypropyl)-2-(1H-indol-2-yl)acetamide FC=1C=C2C(=CNC(C2=CC1F)=O)[C@H](C)N(C(CC=1NC2=CC=CC=C2C1)=O)CCCO